Ethyl 1-ethyl-2-oxocyclopentane-1-carboxylate C(C)C1(C(CCC1)=O)C(=O)OCC